C1CC(=O)N(C1=O)OC(=O)OCC2C3=CC=CC=C3C4=CC=CC=C24 N-(9H-Fluoren-2-ylmethoxycarbonyloxy)succinimide